OC[C@H](C)N1C=NC2=C(C1=O)C=C(N=C2C=2C=NC=CC2)C=2C=NC(=NC2)C(F)(F)F (S)-3-(1-hydroxy-propan-2-yl)-8-(pyridin-3-yl)-6-(2-(trifluoromethyl)pyrimidin-5-yl)pyrido[3,4-d]pyrimidin-4(3H)-one